N-[(1RS,4SR,9SR)-1,2,3,4-tetrahydro-9-isopropyl-1,4-methanonaphthalen-5-yl]amine C(C)(C)[C@H]1[C@H]2CC[C@@H]1C1=C(C=CC=C21)N |r|